2-amino-5-(2-ethyl-4-(2-(3-ethyl-phenyl)-2-hydroxyacetamido)phenyl)-N-isopropylnicotinamide NC1=C(C(=O)NC(C)C)C=C(C=N1)C1=C(C=C(C=C1)NC(C(O)C1=CC(=CC=C1)CC)=O)CC